C(C)(=O)C1=CN(C2=CC(=C(C=C12)C=1C=NC(=NC1)C)O)CC(=O)N1[C@@H](C[C@H](C1)F)C(=O)NC1=NC(=CC=C1)Br (2S,4R)-1-(2-(3-acetyl-6-hydroxy-5-(2-methylpyrimidin-5-yl)-1H-indol-1-yl)acetyl)-N-(6-bromopyridin-2-yl)-4-fluoropyrrolidine-2-carboxamide